4-amino-7-cyclopropyl-1-(2-methoxyphenyl)pyrido[2,3-d]pyrimidin-2(1H)-one NC=1C2=C(N(C(N1)=O)C1=C(C=CC=C1)OC)N=C(C=C2)C2CC2